C(C)N1CCN(CC1)CC=1C=CC(=NC1)N 5-[(4-Ethylpiperazin-1-yl)methyl]pyridin-2-amine